tert-Butyl 6-(3-(3-chloro-5-fluorophenylamino)-2-oxopiperidin-1-yl)-1,4-oxazepane-4-carboxylate ClC=1C=C(C=C(C1)F)NC1C(N(CCC1)C1CN(CCOC1)C(=O)OC(C)(C)C)=O